N-(3-iodo-4-methylphenyl)-2-(trifluoromethyl)isonicotinamide IC=1C=C(C=CC1C)NC(C1=CC(=NC=C1)C(F)(F)F)=O